N-((4,6-dimethylpyridin-3-yl)methyl)2-fluoro-9H-purin-6-amine CC1=C(C=NC(=C1)C)CNC1=C2N=CNC2=NC(=N1)F